methyl (S)-4-(8-fluoro-5-(4-fluoro-3-methoxyphenyl)-6-(2-hydroxy-1-methoxybutan-2-yl)-1,5-dihydropyrrolo[2,3-f]indazol-7-yl)benzoate FC=1C2=C(C=C3C=NNC13)N(C(=C2C2=CC=C(C(=O)OC)C=C2)[C@](COC)(CC)O)C2=CC(=C(C=C2)F)OC